COC(=O)C=1N(C(=NC1Br)Br)CC(=O)[C@@H]1CN(C[C@H]1C)C(=O)OC(C)(C)C |r| racemic-trans-2,5-dibromo-3-[2-(1-tert-butoxycarbonyl-4-methylpyrrolidin-3-yl)-2-oxo-ethyl]-3H-imidazole-4-carboxylic acid methyl ester